chloro(dimethyl-9,9-dihydroxy-3-methyl-2,4-di-(2-pyridyl)-7-(pyridin-2-ylmethyl)-3,7-diazabicyclo[3.3.1]nonan-1,5-dicarboxylate) ClC1C2(C(N(C(C(CN1CC1=NC=CC=C1)(C2(O)O)C(=O)[O-])(C2=NC=CC=C2)C)C)(C2=NC=CC=C2)C)C(=O)[O-]